ClC1=C(C(=CC=C1Cl)O)C(C=1C=CC(=NC1)NC(OC(C)(C)C)=O)O tert-butyl (5-((2,3-dichloro-6-hydroxyphenyl)(hydroxy)methyl)pyridin-2-yl)carbamate